N-((1R,2S)-1-(4-chlorophenyl)-3-methyl-1-((1-(1-methyl-6-oxo-1,6-dihydropyridin-3-yl)-1H-indazol-5-yl)oxy)butan-2-yl)acetamide ClC1=CC=C(C=C1)[C@H]([C@H](C(C)C)NC(C)=O)OC=1C=C2C=NN(C2=CC1)C1=CN(C(C=C1)=O)C